tert-butyl (3-amino-6-methoxypyridin-2-yl)(3-(5-fluoro-2-(2,2,2-trifluoroacetamido)-phenyl)propyl)carbamate NC=1C(=NC(=CC1)OC)N(C(OC(C)(C)C)=O)CCCC1=C(C=CC(=C1)F)NC(C(F)(F)F)=O